Phenyl (S,Z)-3-((S)-sec-butyl)-N-cyano-2-oxo-1,2,3,5-tetrahydro-4H-benzo[e][1,4]diazepine-4-carbimidate [C@H](C)(CC)[C@@H]1N(CC2=C(NC1=O)C=CC=C2)/C(/OC2=CC=CC=C2)=N/C#N